6-(4-(2-morpholinoethyl)piperazin-1-yl)pyridin-3-amine O1CCN(CC1)CCN1CCN(CC1)C1=CC=C(C=N1)N